2-(4-[(4-Methoxy-phenyl)-methyl-amino]-phenoxy)-pyrido[3,4-d]pyrimidin-4-ol COC1=CC=C(C=C1)N(C1=CC=C(OC=2N=C(C3=C(N2)C=NC=C3)O)C=C1)C